C(C=C)[SiH3] allyl-silane